C1(=CC=CC=C1)\C(\CCC)=N\N1C(N2[C@@H](CCCC2)C1=O)=O (S,E)-2-((1-phenylbutylidene)amino)tetrahydroimidazo[1,5-a]pyridine-1,3(2H,5H)-dione